FC1=CC=C(OCCCC(=O)O)C=C1 4-(4-fluorophenoxy)butyric acid